FC1=C(C=C(C=C1)F)[C@@H]1N(C[C@H](C1)F)C1=NNC2=NC=C(C=C21)C(=O)N(C)C 3-((2R,4S)-2-(2,5-difluorophenyl)-4-fluoropyrrolidin-1-yl)-N,N-dimethyl-1H-pyrazolo[3,4-b]pyridine-5-carboxamide